(3R)-1-(2-(((3S,4S)-4-(difluoromethyl)-1,3-dimethylpiperidin-3-yl)methoxy)-7-(8-Ethyl-7-fluoro-3-hydroxynaphthalen-1-yl)-8-fluoroquinazolin-4-yl)-3-methylpiperidin-3-ol FC([C@@H]1[C@](CN(CC1)C)(C)COC1=NC2=C(C(=CC=C2C(=N1)N1C[C@@](CCC1)(O)C)C1=CC(=CC2=CC=C(C(=C12)CC)F)O)F)F